p-toluyl alcohol C1(=CC=C(C=C1)O)C